(R)-3-(1-(2,6-difluoro-4-((1-(3-fluoropropyl)azetidin-3-yl)amino)phenyl)-3,3-dimethyl-3,4-dihydro-1H-pyrido[3,4-b]indol-2(9H)-yl)-2,2-difluoropropan-1-ol FC1=C(C(=CC(=C1)NC1CN(C1)CCCF)F)[C@H]1N(C(CC2=C1NC1=CC=CC=C21)(C)C)CC(CO)(F)F